7-(1-((4-(Aminomethyl)benzoyl)amino)ethyl)-3-(6-(morpholin-4-ylmethyl)pyridin-3-yl)-1H-indole-2-carboxylic acid Ethyl-7-(1-hydroxyethyl)-1H-indole-2-carboxylate C(C)OC(=O)C=1NC2=C(C=CC=C2C1)C(C)O.NCC1=CC=C(C(=O)NC(C)C=2C=CC=C3C(=C(NC23)C(=O)O)C=2C=NC(=CC2)CN2CCOCC2)C=C1